ClC=1C(=C2C(=NC1)OCO2)/C=C/C=2C=CC=C1CN(C(C21)=O)[C@@H](C(C)(C)O)C2CC2 |o1:22| (R or S)-(E)-7-(2-(6-chloro-[1,3]dioxolo[4,5-b]pyridin-7-yl)vinyl)-2-(1-cyclopropyl-2-hydroxy-2-methylpropyl)isoindolin-1-one